N-(2,2-difluoroethyl)-N-methyl-4-(4-oxo-2-(trifluoromethyl)-4H-pyrido[1,2-a]pyrimidin-9-yl)benzamide FC(CN(C(C1=CC=C(C=C1)C1=CC=CN2C1=NC(=CC2=O)C(F)(F)F)=O)C)F